(R)-1-(4-amino-5-methoxy-2-nitrophenyl)-N,N-Dimethylpyrrolidin-3-amine NC1=CC(=C(C=C1OC)N1C[C@@H](CC1)N(C)C)[N+](=O)[O-]